C1(CC1)OC1=C(C=CC(=N1)C1=CC=C(N=N1)N(C1C[C@H]2CC[C@@H](C1)N2C(=O)OC(C)(C)C)C)C=2C=NN(C2)C2OCCCC2 tert-butyl (1R,3R,5S)-3-[(6-{6-cyclopropoxy-5-[1-(oxan-2-yl)pyrazol-4-yl]pyridin-2-yl}pyridazin-3-yl)(methyl)amino]-8-azabicyclo[3.2.1]octane-8-carboxylate